tert-Butyl 4-chloro-5-(chloromethyl)-1H-indole-1-carboxylate ClC1=C2C=CN(C2=CC=C1CCl)C(=O)OC(C)(C)C